1-((1R,3R)-1-(benzo[d][1,3]dioxol-5-yl)-3-(4-methylpiperazine-1-carbonyl)-1,3,4,9-tetrahydro-2H-pyrido[3,4-b]indol-2-yl)prop-2-en-1-one O1COC2=C1C=CC(=C2)[C@H]2N([C@H](CC1=C2NC2=CC=CC=C12)C(=O)N1CCN(CC1)C)C(C=C)=O